NC1=C(C(=C(OC=2C=CC(=C(C#N)C2)F)C(=C1)F)F)C#C[Si](C)(C)C 5-[4-amino-2,6-difluoro-3-(2-trimethylsilylethynyl)phenoxy]-2-fluoro-benzonitrile